(2-methyl-5-(5-(3-(trifluoromethyl)phenyl)-1H-imidazol-2-yl)phenyl)-3,4-dihydropyrimido[4,5-d]pyrimidin-2(1H)-one CC1=C(C=C(C=C1)C=1NC(=CN1)C1=CC(=CC=C1)C(F)(F)F)N1C(NCC=2C1=NC=NC2)=O